N-methyl-1-(7-(3,4-dichlorophenyl)-6,7-dihydro-4H-thieno[3,2-c]pyran-4-yl)methylamine CNCC1OCC(C2=C1C=CS2)C2=CC(=C(C=C2)Cl)Cl